FC=1C=C2C=3C(=NNC(C3C1)=O)C(C(N2)C2=CC=C(C=C2)F)N2C(C1C3CCC(C1C2=O)O3)=O 5-fluoro-8-(4-fluorophenyl)-9-(4,7-epoxyhexahydroisoindol-1,3(2H)-dione-2-yl)-8,9-dihydro-2H-pyrido[4,3,2-de]phthalazin-3(7H)-one